3-fluoro-4-((2-(1-methyl-1H-imidazol-4-yl)thieno[3,2-b]pyridin-7-yl)oxy)aniline FC=1C=C(N)C=CC1OC1=C2C(=NC=C1)C=C(S2)C=2N=CN(C2)C